(S)-3-(1-(9H-purin-6-ylamino)ethyl)-8-chloro-2-phenylisoquinolin-1(2H)-one N1=CN=C2NC=NC2=C1N[C@@H](C)C=1N(C(C2=C(C=CC=C2C1)Cl)=O)C1=CC=CC=C1